O1CCN(CC1)C1=NC(=NC(=N1)NC1=CC=CC=C1)NC1=CC=C(C=C1)C=CC1=CC=C(C=C1)NC1=NC(=NC(=N1)N1CCOCC1)NC1=CC=CC=C1 4,4'-bis-(2-morpholino-4-anilino-s-triazin-6-ylamino)stilbene